1,8-bis(methoxydiphenylsilyl)octane CO[Si](CCCCCCCC[Si](C1=CC=CC=C1)(C1=CC=CC=C1)OC)(C1=CC=CC=C1)C1=CC=CC=C1